(3aR,5s,6aS)-N-(6-(5-fluoro-2-methylphenyl)-4-methoxypyridazin-3-yl)-2-((tetrahydro-2H-pyran-4-yl)methyl)octahydrocyclopenta[c]pyrrol-5-amine FC=1C=CC(=C(C1)C1=CC(=C(N=N1)NC1C[C@@H]2[C@@H](CN(C2)CC2CCOCC2)C1)OC)C